3-[4-(4,6-di-2-naphthyl-1,3,5-triazin-2-yl)phenyl]quinoline C1=C(C=CC2=CC=CC=C12)C1=NC(=NC(=N1)C1=CC2=CC=CC=C2C=C1)C1=CC=C(C=C1)C=1C=NC2=CC=CC=C2C1